C(C)(C)(C)S(=O)(=O)C1=CC(=C(C=C1)C1CNC1)Cl 3-(4-tert-Butylsulfonyl-2-chloro-phenyl)azetidine